5-acetamido-1-[3-(triethoxysilyl)propyl]-1H-tetrazole C(C)(=O)NC1=NN=NN1CCC[Si](OCC)(OCC)OCC